C(#N)C1=C(C(=O)N[C@@H](C(=O)N[C@@H]2B(OC3=C(C2)C=CC=C3C(=O)O)O)C3=CC(=C(C=C3)P(=O)(O)O)F)C=CC(=C1)C (R)-3-((R)-2-(2-cyano-4-methylbenzamido)-2-(3-fluoro-4-phosphonophenyl)acetamido)-2-hydroxy-3,4-dihydro-2H-benzo[e][1,2]oxaborinine-8-carboxylic acid